C1(CCCCC1)N(C)CC=1C=C(C(=O)NCC(=O)C2=CC(=CC=C2)OC)C=CC1 3-((cyclohexyl-(methyl)amino)methyl)-N-(2-(3-methoxyphenyl)-2-oxoethyl)benzamide